N,2-dimethylpropan-2-amine CC(C)(C)NC.Cl